(2s,3s,4r,5r)-5-(2-(5-chloropyridin-3-yl)-6-((tetrahydro-2H-pyran-4-yl)amino)-9H-purin-9-yl)-3,4-dihydroxy-N-(methyl-d3)-tetrahydrofuran-2-carboxamide ClC=1C=C(C=NC1)C1=NC(=C2N=CN(C2=N1)[C@H]1[C@@H]([C@@H]([C@H](O1)C(=O)NC([2H])([2H])[2H])O)O)NC1CCOCC1